BrN1N(C=CC1)C=1C(=NC=C(C1)NC(CN1CC(C1)(C)C)=O)C 2-Bromo-N-(5-(2-(3,3-dimethylazetidin-1-yl)acetamido)-2-methylpyridin-3-yl)pyrazol